α-hydroxymethylphenylacetic acid OCC(C(=O)O)C1=CC=CC=C1